FC1=C(C=C2C=CC=NC2=C1)C1(C(=O)N)CC=C(C=C1)I 1-(7-fluoroquinolin-6-yl)-4-iodobenzamide